NC=1C=CC(=NC1C1=C(C=C(C=C1OC)F)F)NC1=NC=C(C(=C1)N1C[C@H](CCC1)O)C=1C=NN(C1)CC(F)F (3S)-1-(2-((5-amino-6-(2,4-difluoro-6-methoxyphenyl)pyridin-2-yl)amino)-5-(1-(2,2-difluoroethyl)-1H-pyrazol-4-yl)pyridin-4-yl)piperidin-3-ol